heptadecyl-amine C(CCCCCCCCCCCCCCCC)N